CC/C(=N/NC1=NC(=CS1)C2=CC=C(C=C2)Cl)/C The molecule is a member of the class of 1,3-thiazoles that is 2-[2-(butan-2-ylidene)hydrazino]-1,3-thiazole carrying an additional 4-chlorophenyl substituent at position 4. It has a role as an EC 2.3.1.48 (histone acetyltransferase) inhibitor. It is a member of 1,3-thiazoles, a hydrazone and a member of monochlorobenzenes.